COC1=C(C=C(C=C1O)O)C=CC1=CC=C(O)C=C1 methoxyresveratrol